2-((1r,6r)-6-aminocyclohex-3-en-1-yl)-3-bromo-5-chloro-N-(cyclopent-1-en-1-ylmethyl)thieno[3,2-b]pyridin-7-amine formate salt C(=O)O.N[C@@H]1CC=CC[C@H]1C1=C(C2=NC(=CC(=C2S1)NCC1=CCCC1)Cl)Br